C1=CC=CC=2C3=CC=CC=C3C(C12)COC(=O)NCC(=O)NCN1C(N(CCC1=O)C=1C=C(C(=O)OCC2=CC=CC=C2)C=CC1OC)=O Benzyl 3-(3-((2-((((9H-fluoren-9-yl)methoxy)carbonyl)amino)acetamido)methyl)-2,4-dioxotetrahydropyrimidin-1(2H)-yl)-4-methoxybenzoate